4,7-bis-1-pyrrolidinyl-1,10-phenanthroline N1(CCCC1)C1=CC=NC2=C3N=CC=C(C3=CC=C12)N1CCCC1